NCCNCCN1C(N(CC1)CCN(CCN(CC#N)CC#N)CC#N)=O 2,2'-((2-((2-(3-(2-((2-aminoethyl)amino)ethyl)-2-oxoimidazolidin-1-yl)ethyl)(cyanomethyl)amino)ethyl)azanediyl)diacetonitrile